Cl.COCC1(CC1)NC 1-(methoxymethyl)-N-methylcyclopropan-1-amine hydrochloride